C(C(C)C)(=O)O[C@@H]1[C@H](O[C@]([C@@H]1O)(C1=CC=C2C(=NC=NN21)NC(=O)OCCCCC)C#N)CO (2R,3S,4R,5R)-5-cyano-4-hydroxy-2-(hydroxymethyl)-5-(4-(((pentyloxy)carbonyl)amino)pyrrolo[2,1-f][1,2,4]triazin-7-yl)tetrahydrofuran-3-yl isobutyrate